1-(5-cyanopyridin-3-yl)-3-(2-(1-methyl-1H-imidazo[1,2-b]pyrazole-7-carbonyl)-2-azaspiro[3.3]heptan-6-yl)urea C(#N)C=1C=C(C=NC1)NC(=O)NC1CC2(CN(C2)C(=O)C2=C3N(N=C2)C=CN3C)C1